(2-(N,N-dimethylsulfamoyl)phenyl)boronic acid CN(S(=O)(=O)C1=C(C=CC=C1)B(O)O)C